CC=1N(C(=C2C(N(N=CC21)C=2C=NC=CC2)=O)C)C2=CC=C(C=C2)C 5,7-Dimethyl-2-(pyridin-3-yl)-6-(p-tolyl)-2,6-dihydro-1H-pyrrolo[3,4-d]pyridazin-1-one